naphthalen-1-yl (3S)-3-{[4-(aminomethyl)benzyl]carbamoyl}-4-(N,3-dicyclohexyl-D-alanyl)piperazine-1-carboxylate NCC1=CC=C(CNC(=O)[C@@H]2CN(CCN2C([C@H](NC2CCCCC2)CC2CCCCC2)=O)C(=O)OC2=CC=CC3=CC=CC=C23)C=C1